Ethyl (E)-2-(benzylideneamino)-2-methylhexanoate C(/C1=CC=CC=C1)=N\C(C(=O)OCC)(CCCC)C